ClC1N=C(C=2OCCNC2N1[2H])Cl 2,4-dichloro-7,8-dihydro-6H-pyrimido[5,4-b][1,4]oxazine-1-d